(2,4-difluorophenyl)-lambda3-Iodonium FC1=C(C=CC(=C1)F)[IH3+]